CC1=NOC(=C1C1=CC=C2C=3N(C(COC31)C3=NC=CC=C3)C(=N2)NC)C 7-(3,5-dimethylisoxazol-4-yl)-N-methyl-4-pyridin-2-yl-4,5-dihydroimidazo[1,5,4-de][1,4]benzoxazin-2-amine